FC(C(=O)O)(F)F.C(C)(C)C1=NC2=C(N1C=1C=C3C(=NC1)NC(C3)=O)C=CC(=C2)C2CCNCC2 5-(2-Isopropyl-5-(piperidin-4-yl)-1H-benzo[d]imidazol-1-yl)-1,3-dihydro-2H-pyrrolo[2,3-b]pyridin-2-one Trifluoroacetate